tert-butyl ((R)-4-morpholino-1,4-dioxo-1-(((R)-2-phenyl-1-((3aS,4S,6S,7aR)-3a,5,5-trimethylhexahydro-4,6-methanobenzo[d][1,3,2]dioxaborol-2-yl)ethyl)amino) butan-2-yl)carbamate O1CCN(CC1)C(C[C@H](C(N[C@@H](CC1=CC=CC=C1)B1O[C@@]2([C@H](O1)C[C@H]1C([C@@H]2C1)(C)C)C)=O)NC(OC(C)(C)C)=O)=O